Cl.O1C[C@H](CCC1)N (S)-tetrahydro-2H-pyran-3-amine hydrochloride